Tert-butyl (3S,5S)-4-(dimethylcarbamoyl)-3,5-dimethylpiperazine-1-carboxylat CN(C(=O)N1[C@H](CN(C[C@@H]1C)C(=O)OC(C)(C)C)C)C